(3S,4r,5R)-1-(2-(thien-2-yl)ethyl)piperidine-3,4,5-triol S1C(=CC=C1)CCN1C[C@@H](C([C@@H](C1)O)O)O